2-(2,6-dioxopiperidin-3-yl)-1-oxo-N-((R)-2,2,2-trifluoro-1-(2-methoxyphenyl)ethyl)isoindoline-5-carboxamide O=C1NC(CCC1N1C(C2=CC=C(C=C2C1)C(=O)N[C@@H](C(F)(F)F)C1=C(C=CC=C1)OC)=O)=O